Diethyl 1-[2-(4-chloro-3-methylphenyl)-2-oxoethyl]-4-(3,3-difluorocyclobutyl)-1H-pyrazole-3,5-dicarboxylate ClC1=C(C=C(C=C1)C(CN1N=C(C(=C1C(=O)OCC)C1CC(C1)(F)F)C(=O)OCC)=O)C